4-(5-(ethoxycarbonyl)pyrimidin-2-yl)piperazin C(C)OC(=O)C=1C=NC(=NC1)N1CCNCC1